6-[2-(4-fluorophenyl)-6-(hydroxymethyl)-4,5,6,7-tetrahydropyrazolo[1,5-a]pyrimidin-3-yl]-2-(2-methylphenyl)-3(2H)-pyridazinone FC1=CC=C(C=C1)C1=NN2C(NCC(C2)CO)=C1C=1C=CC(N(N1)C1=C(C=CC=C1)C)=O